FC(OC1=CC=C(C=C1)N1CC[C@@H]2CN(CC[C@@H]21)C=2C1=C(N(C(C2C#N)=O)C)SC(=N1)C)(F)F 7-[(3aR,7aS)-1-[4-(trifluoromethoxy)phenyl]-octahydro-1H-pyrrolo[3,2-c]pyridin-5-yl]-2,4-dimethyl-5-oxo-4H,5H-[1,3]thiazolo[5,4-b]pyridine-6-carbonitrile